Cl.C(C)(C)(C)C1CCC(CC1)CN 4-tert-butylcyclohexylmethylamine hydrochloride